C1(CCCCC1)NC1=CC2=C(C=N1)C(=C(N2)C2=CC(=NC=C2)C)C N-cyclohexyl-3-methyl-2-(2-methylpyridin-4-yl)-1H-pyrrolo[3,2-c]pyridin-6-amine